2,3,6,11,12-pentakis(pentyloxy)-8-phenyltriphenylene C(CCCC)OC1=CC=2C3=C(C(=CC=C3C3=C(C=C(C=C3C2C=C1OCCCCC)OCCCCC)C1=CC=CC=C1)OCCCCC)OCCCCC